methyl 5-(4-fluorophenoxy)-2-nitro-[1,1'-biphenyl]-3-carboxylate FC1=CC=C(OC=2C=C(C(=C(C2)C2=CC=CC=C2)[N+](=O)[O-])C(=O)OC)C=C1